ClC=1C=C2C=C(NC2=CC1OCC=1N=CSC1)CNC(CC)=O N-((5-chloro-6-(thiazol-4-ylmethoxy)-1H-indol-2-yl)methyl)propionamide